COC(=O)C1=CC=2C(=C3N(N2)CCC3)S1 7,8-dihydro-6H-pyrrolo[1,2-b]thieno[2,3-d]pyrazole-2-carboxylic acid methyl ester